(3-ethyloxetan-3-yl)methylamine C(C)C1(COC1)CN